C(C)(=O)C=1C(OC2=C(C(=CC=C2C1)O)CN1CCCCC1)=O 3-acetyl-7-hydroxy-8-(piperidinyl)methylcoumarin